FC(C1=NC(=CC=C1S(=O)(=O)N1CC2(C1)CN(C2)CC2CCOCC2)C(F)(F)F)(F)F 2-((2,6-bis(trifluoromethyl)pyridin-3-yl)sulfonyl)-6-((tetrahydro-2H-pyran-4-yl)methyl)-2,6-diazaspiro[3.3]heptane